C12CN(CC2C1)C1=NC2=C(C=C(C=C2C(N1C)=O)C)[C@@H](C)NC=1C(=NC(=CC1)Br)C(=O)O 3-(((1R)-1-(2-(3-azabicyclo[3.1.0]hexan-3-yl)-3,6-dimethyl-4-oxo-3,4-dihydroquinazolin-8-yl)ethyl)amino)-6-bromopicolinic acid